FC1=C(C(=CC=C1)F)N1N=CC(=N1)C(=O)N=[N+]=[N-] (2,6-difluorophenyl)-2H-1,2,3-triazole-4-carbonyl azide